4-(2-(2-(2-(2-iodoethoxy)ethoxy)ethoxy)ethylsulfinyl)-1-oxoisoindolin ICCOCCOCCOCCS(=O)C1=C2CNC(C2=CC=C1)=O